1H-pyrazole-1,4-bisFormic acid 1-(tert-butyl) 4-ethyl ester C(C)OC(=O)C=1C=NN(C1)C(=O)OC(C)(C)C